NC1=NC=CC(=C1Cl)OC1=C(C=C(C=C1)NC(=O)C=1C=NN(C1C(F)(F)F)C1=NC=C(C=C1F)F)F N-(4-((2-amino-3-chloropyridin-4-yl)oxy)-3-fluorophenyl)-1-(3,5-difluoropyridin-2-yl)-5-(trifluoromethyl)-1H-pyrazole-4-carboxamide